Methyl (E)-3-(7-(2-((4-methoxyphenyl)amino)-2-oxoethoxy)naphthalen-2-yl)acrylate COC1=CC=C(C=C1)NC(COC1=CC=C2C=CC(=CC2=C1)/C=C/C(=O)OC)=O